C(#N)N1[C@@H](CCC1)C(=O)N1CCC2=C(C=C(C=C12)C(=O)NC)C1=CC(=CC=C1)CC (Cyano-L-prolyl)-4-(3-ethylphenyl)-N-methylindoline-6-carboxamide